5-amino-N-[2-(3-amino-4-cyclopropoxypyrrolidin-1-yl)-5,6,7,8-tetrahydroquinolin-6-yl]-2-methylthieno[2,3-d]pyrimidine-6-carboxamide NC1=C(SC=2N=C(N=CC21)C)C(=O)NC2CC=1C=CC(=NC1CC2)N2CC(C(C2)OC2CC2)N